ClC=1C=C(C=CC1F)NC(N([C@@H](C)C1=CNC(C2=CC=CC=C12)=O)CC1(CCCCC1)O)=O (S)-3-(3-chloro-4-fluorophenyl)-1-((4-cis-hydroxycyclohexyl)methyl)-1-(1-(1-oxo-1,2-dihydroisoquinolin-4-yl)ethyl)urea